6H-pyrrolo[2,3-c]pyridin-7-one N=1C=CC=2C1C(NCC2)=O